N1C(=CC2=CC=CC=C12)C(=O)O (E)-1H-indole-2-carboxylic acid